(2S,4R)-1-(2-(3-Acetyl-5-(2-methylpyrimidin-5-yl)-1H-indazol-1-yl)acetyl)-N-(6-bromopyridin-2-yl)-4-fluoro-4-(hydroxymethyl)pyrrolidine-2-carboxamid C(C)(=O)C1=NN(C2=CC=C(C=C12)C=1C=NC(=NC1)C)CC(=O)N1[C@@H](C[C@@](C1)(CO)F)C(=O)NC1=NC(=CC=C1)Br